1-[(benzyloxy)carbonyl]-4-cyclopropoxypiperidine-4-carboxylic acid C(C1=CC=CC=C1)OC(=O)N1CCC(CC1)(C(=O)O)OC1CC1